C(#CC#CC1=CC=C(C=O)C=C1)C1=CC=C(C=O)C=C1 4,4'-(1,3-butadiyne-1,4-diyl)bisbenzaldehyde